N1C=C(C=2C1=NC=CC2)\C=C/2\C(N(C(N2)=S)CC)=O (Z)-5-((1H-pyrrolo[2,3-b]pyridin-3-yl)methylene)-3-ethyl-2-thioxoimidazolidin-4-one